(3R)-4-amino-7-fluoro-3-methyl-N-(thiazol-4-ylmethyl)-N-(6-(trifluoromethyl)-2,3-dihydrobenzofuran-3-yl)-1,3-dihydrofuro[3,4-c]quinolin-8-carboxamide NC1=NC=2C=C(C(=CC2C2=C1[C@H](OC2)C)C(=O)N(C2COC1=C2C=CC(=C1)C(F)(F)F)CC=1N=CSC1)F